CC=1C(=NC=C(C1)NC(C(=O)N1C(CCC(C1)C)C=1C=C2CC(NC2=CC1)=O)=O)NC(OC(C)(C)C)=O tert-butyl N-[3-methyl-5-[[2-[5-methyl-2-(2-oxoindolin-5-yl)-1-piperidyl]-2-oxo-acetyl]amino]-2-pyridyl]carbamate